N-((1r,4r)-4-((2-(4-((4-((R)-4-amino-2-oxopyrrolidin-1-yl)phenyl)sulfonyl)piperazin-1-yl)-6-chloropyridin-4-yl)difluoromethyl)cyclohexyl)-2-(2-aminoethoxy)acetamide N[C@@H]1CC(N(C1)C1=CC=C(C=C1)S(=O)(=O)N1CCN(CC1)C1=NC(=CC(=C1)C(C1CCC(CC1)NC(COCCN)=O)(F)F)Cl)=O